tert-Butyl 4-(Hydroxymethyl)-2-oxobenzo[cd]indole-1(2H)-carboxylate OCC=1C=C2C3=C(C(N(C3=CC=C2)C(=O)OC(C)(C)C)=O)C1